ClC=1N=C(C2=C(N1)C1=C(O2)C=CC=C1)Cl 2,4-dichloro-benzo[4,5]furo[3,2-d]pyrimidine